ClC1=C(C(=C(C=N1)C(C)=O)C)C 1-(6-chloro-4,5-dimethylpyridin-3-yl)ethan-1-one